lg-glucose O=C[C@@H](O)[C@H](O)[C@@H](O)[C@@H](O)CO